Methyl-2-[3,5-dibromo-2-({[3-bromo-1-(3-chloropyridin-2-yl)-1H-pyrazol-5-yl] carbonyl} amino)benzoyl]-2-ethylhydrazincarboxylat COC(=O)NN(CC)C(C1=C(C(=CC(=C1)Br)Br)NC(=O)C1=CC(=NN1C1=NC=CC=C1Cl)Br)=O